2-[1-[6-[(4-cyano-2-fluoro-phenyl) methoxy]-2-pyridyl]Pyrazol-4-yl]Ethyl acetate C(C)(=O)OCCC=1C=NN(C1)C1=NC(=CC=C1)OCC1=C(C=C(C=C1)C#N)F